4-(4-{6-[2-(6-Fluoro-4-methoxy-2-methyl-indol-1-yl)-ethylamino]-pyrimidin-4-yl}-phenyl)-thiazol FC1=CC(=C2C=C(N(C2=C1)CCNC1=CC(=NC=N1)C1=CC=C(C=C1)C=1N=CSC1)C)OC